CC=1N=C2N(N=C(C=C2C)C=2N=C3N(C(C2)=O)C=C(S3)[C@@H]3[C@H](CNCC3)F)C1 7-(2,8-Dimethylimidazo[1,2-b]pyridazin-6-yl)-2-[(3R,4S)-3-fluoro-4-piperidyl]thiazolo[3,2-a]pyrimidin-5-on